ClC1=C(C=C(OCC(=O)N[C@H]2CC[C@@H](NC2)C(=O)NCC2=NC=C(C=C2)Cl)C=C1)F (2r,5s)-5-[2-(4-chloro-3-fluorophenoxy)acetamido]-N-[(5-chloropyridin-2-yl)methyl]piperidine-2-carboxamide